CN1N=NC2=C1C=CC(=C2C)C(C(C(=O)OC)(C)C)C2=CC(=C(C=C2)OC)CO methyl 3-(1,4-dimethyl-1H-benzo[d][1,2,3]triazol-5-yl)-3-(3-(hydroxymethyl)-4-methoxyphenyl)-2,2-dimethylpropionate